ClC1=C(N=C2N1C=CC(=C2)C(=O)NC2CC(C2)(CO)O)C2=C(C=C(C=C2C=2C(=NN(C2)C)F)F)F 3-chloro-2-(2,4-difluoro-6-(3-fluoro-1-methyl-1H-pyrazol-4-yl)phenyl)-N-((1r,3r)-3-hydroxy-3-(hydroxymethyl)cyclobutyl)imidazo[1,2-a]pyridine-7-carboxamide